(2S,4R)-1-[(2S)-2-(4-cyclopropyltriazol-1-yl)-3,3-dimethyl-butanoyl]-N-[[4-(dimethylamino)-2-pyridyl]methyl]-4-hydroxy-pyrrolidine-2-carboxamide C1(CC1)C=1N=NN(C1)[C@H](C(=O)N1[C@@H](C[C@H](C1)O)C(=O)NCC1=NC=CC(=C1)N(C)C)C(C)(C)C